tert-butyl trans-3-(2-chloro-5-(trifluoromethyl)benzyloxy)-4-(4-(pyridin-3-yl)-1H-1,2,3-triazol-1-yl)pyrrolidine-1-carboxylate ClC1=C(CO[C@@H]2CN(C[C@H]2N2N=NC(=C2)C=2C=NC=CC2)C(=O)OC(C)(C)C)C=C(C=C1)C(F)(F)F